4-(2,6-difluoro-4-nitrophenoxy)quinolin-7-yl-1-oxyl-2-methylpropan-1-ol FC1=C(OC2=CC=NC3=CC(=CC=C23)C(C(C)C)(O)O)C(=CC(=C1)[N+](=O)[O-])F